2-(2-{2-[3-(1-acetylpiperidin-4-yl)-1',5'-dimethyl-1H,1'H-[4,6'-biindazol]-1-yl]acetamido}acetamido)acetic acid C(C)(=O)N1CCC(CC1)C1=NN(C=2C=CC=C(C12)C1=C(C=C2C=NN(C2=C1)C)C)CC(=O)NCC(=O)NCC(=O)O